[3-[(2-methylpropan-2-yl)oxycarbonylamino]oxetan-3-yl]methyl 4-methylbenzenesulfonate CC1=CC=C(C=C1)S(=O)(=O)OCC1(COC1)NC(=O)OC(C)(C)C